(S)-5-((((6-(2-Chloro-3-(3-chloro-2-(4-methyl-1,1-dioxido-2,3,4,5-tetrahydrobenzo[f][1,4]thiazepin-8-yl)pyridin-4-yl)phenyl)-2-methoxypyridin-3-yl)methyl)amino)methyl)pyrrolidin-2-one ClC1=C(C=CC=C1C1=C(C(=NC=C1)C1=CC2=C(CN(CCS2(=O)=O)C)C=C1)Cl)C1=CC=C(C(=N1)OC)CNC[C@@H]1CCC(N1)=O